C(OC1=C(C=CC=C1)C1=CC=C(C=C1)OC1=CC=CC=C1)([O-])=O 4-Phenoxyphenylphenyl carbonate